1-(2-morpholin-4-ylethyl)-1H-pyrazol N1(CCOCC1)CCN1N=CC=C1